ClC=1C=C(O[C@H]2CN(CC2)C2(CCCC2)C(=O)N[C@@H](C)C2=CC=C(C(=O)OC)C=C2)C=CC1 Methyl 4-[(1S)-1-[[1-[(3R)-3-(3-chlorophenoxy)pyrrolidin-1-yl]cyclopentane-1-carbonyl]amino]ethyl]benzoate